C(=O)O.C12CN(CC(NC1)C2)C=2C=1N(C=C(C2)S(=O)(=O)NC2(CC2)C)C(=NC1Cl)C=1SC(=NN1)C(F)F 8-(3,6-diazabicyclo[3.2.1]octan-3-yl)-1-chloro-3-(5-(difluoromethyl)-1,3,4-thiadiazol-2-yl)-N-(1-methylcyclopropyl)imidazo[1,5-a]pyridine-6-sulfonamide formate